N-methyl-[2-(5-methoxynaphthyl)]alanine CN[C@@](C)(C(=O)O)C1=CC=CC2=C(C=CC=C12)OC